4-Nitrophenyl (6-chloropyridin-3-yl)carbamate ClC1=CC=C(C=N1)NC(OC1=CC=C(C=C1)[N+](=O)[O-])=O